C(CC)[NH2+]C propyl-methyl-ammonium